(2S,3R)-3-((tert-butyldimethylsilyl)oxy)-N-(3-(dimethylamino)propyl)-1-(6-methyl-4-(trifluoromethyl)pyridin-2-yl)-N-(m-tolyl)pyrrolidine-2-carboxamide [Si](C)(C)(C(C)(C)C)O[C@H]1[C@H](N(CC1)C1=NC(=CC(=C1)C(F)(F)F)C)C(=O)N(C=1C=C(C=CC1)C)CCCN(C)C